C1(CC1)C(=O)N1CCN(CC1)C(=O)C=1C=C(C=CC1F)CC1=NNC(C2=CC=CC=C12)=O 4-[[3-[4-(cyclopropanecarbonyl)piperazine-1-carbonyl]-4-fluorophenyl]-methyl]-2H-phthalazin-1-one